(1,3-bis(2,4,6-trimethylphenyl)-imidazolidin-2-ylidene)dichloro(2-isopropoxy-5-nitrobenzylidene)ruthenium (II) CC1=C(C(=CC(=C1)C)C)N1C(N(CC1)C1=C(C=C(C=C1C)C)C)=[Ru-4](=CC1=C(C=CC(=C1)[N+](=O)[O-])OC(C)C)(Cl)Cl